10,10-diheptyloxy-3-acetyloxydecane C(CCCCCC)OC(CCCCCCC(CC)OC(C)=O)OCCCCCCC